C(C1=CC=CC=C1)C1=C(SC=2N3C([C@@H](OCC21)C)=NN=C3C)C#CC=3C=NN(C3)CCNC3=C2C(N(C(C2=CC=C3)=O)C3C(NC(CC3)=O)=O)=O 4-((2-(4-(((S)-3-benzyl-6,9-dimethyl-4H,6H-thieno[2,3-e][1,2,4]triazolo[3,4-c][1,4]oxazepin-2-yl)ethynyl)-1H-pyrazol-1-yl)ethyl)amino)-2-(2,6-dioxopiperidin-3-yl)isoindoline-1,3-dione